1-N'-[5-chloro-6-[7-(2-hydroxypropoxy)-6-(methylcarbamoyl)quinolin-4-yl]oxypyridin-3-yl]-1-N-(4-fluorophenyl)cyclopropane-1,1-dicarboxamide ClC=1C=C(C=NC1OC1=CC=NC2=CC(=C(C=C12)C(NC)=O)OCC(C)O)NC(=O)C1(CC1)C(=O)NC1=CC=C(C=C1)F